ClC=1C(=C(C(=C(C(=O)C2=CC=CC=C2)C1)O)O)OC=CC chlorohydroxy-4-propenoxy-2-hydroxybenzophenone